OCCOCCNC(=N)N 2-(2-hydroxyethoxy)ethylguanidine